Cl.C(C)C1=C(C=CC(=C1)O)C1=CC=C2C(=NNC2=C1)C1=NC2=C(CNC(C2)C(=O)O)N1 2-(6-(2-ethyl-4-hydroxyphenyl)-1H-indazol-3-yl)-4,5,6,7-tetrahydro-3H-imidazo[4,5-c]pyridine-6-carboxylic acid, hydrochloride